ClC=1C=C(C=CC1)C1(CN(C1)C=1C=2N(C=CC1)N=C(N2)NC=2C=NN(C2)CC(=O)N2CCC(CC2)NCC2(CC2)C#N)CC#N 1-[[[1-[2-[4-[[8-[3-(3-chlorophenyl)-3-(cyanomethyl)azetidin-1-yl]-[1,2,4]triazolo[1,5-a]pyridin-2-yl]amino]pyrazol-1-yl]acetyl]-4-piperidyl]amino]methyl]cyclopropanecarbonitrile